ClC1=C(C=CC(=C1)C(F)(F)F)NC(CN1C=2N(C(C(=C1CC)N1CCN(CC1)C(=O)C=1N=CC3=CC=CC=C3C1)=O)N=C(N2)C=2CCOCC2)=O N-(2-chloro-4-(trifluoromethyl)phenyl)-2-(2-(3,6-dihydro-2H-pyran-4-yl)-5-ethyl-6-(4-(isoquinoline-3-carbonyl)piperazin-1-yl)-7-oxo-[1,2,4]triazolo[1,5-a]pyrimidin-4(7H)-yl)acetamide